BrI.[Tl] Thallium Bromoiodid